C1(CCCC1)O[C@@H](CC=1SC2=C(N1)C=CC(=C2)OCC)[C@@H](C2=CC(=C(C=C2)C)OC)O 2-((2S,3R)-2-(cyclopentyloxy)-3-hydroxy-3-(3-methoxy-4-methylphenyl)propyl)-6-ethoxybenzo[d]thiazol